[Co].[Ag].[Sn].[Pb] lead tin silver cobalt